7-fluoro-8-(3-piperidyl)-1,2,3,4-tetrahydrocyclopenta[b]indole-5-carboxamide FC=1C(=C2C3=C(NC2=C(C1)C(=O)N)CCC3)C3CNCCC3